N1C(=CC=C1O)O pyrrole-2,5-diol